C(#N)C=1C=C(C(=O)NC2=CC(=CC=C2)C2=CC3=C(N(C(=N3)COC)C)C=C2C(F)(F)F)C=CC1NC(\C=C\CNC1CCC1)=O (E)-3-cyano-4-(4-(cyclobutylamino)but-2-enoylamino)-N-(3-(2-(methoxymethyl)-1-methyl-6-(trifluoromethyl)-1H-benzo[d]imidazol-5-yl)phenyl)benzamide